CS(=O)(=O)OCC1(CCC1)COS(=O)(=O)C Cyclobutane-1,1-diylbis(methylene) dimethanesulfonate